butyl (1S,4S)-6-vinyl-2,5-diazabicyclo[2.2.2]octane-2-carboxylate C(=C)C1N[C@@H]2CN([C@H]1CC2)C(=O)OCCCC